C1(=CCCCC1)C=1C2=C(N=C(N1)OCC13CCCN3CCC1)C(=C(N=C2)C2=CC=CC1=CC=CC(=C21)F)F 4-(Cyclohex-1-en-1-yl)-8-fluoro-7-(8-fluoronaphthalen-1-yl)-2-((hexahydro-1H-pyrrolizine-7a-yl)methoxy)pyrido[4,3-d]pyrimidine